N-(2'-amino-5'H-spiro[isochroman-4,4'-thiazol]-6-yl)-5-methoxymethylpyridineamide NC=1SCC2(N1)COCC1=CC=C(C=C12)NC(=O)C1=NC=C(C=C1)COC